4-N-Benzoyl-2',5'-bis-O-(tert-butyldimethylsilyl)cytidine C(C1=CC=CC=C1)(=O)NC1=NC(N([C@H]2[C@H](O[Si](C)(C)C(C)(C)C)[C@H](O)[C@@H](CO[Si](C)(C)C(C)(C)C)O2)C=C1)=O